(d)-4-bromo-N-(tert-butyl)-2-isobutylthiazole-5-sulfonamide BrC=1N=C(SC1S(=O)(=O)NC(C)(C)C)CC(C)C